N-(4-(hydroxymethyl)tetrahydro-2H-pyran-4-yl)-5-((6-methoxypyridin-3-yl)methoxy)-2-methylbenzofuran-3-carboxamide OCC1(CCOCC1)NC(=O)C1=C(OC2=C1C=C(C=C2)OCC=2C=NC(=CC2)OC)C